ClC1=C(C#N)C=CC(=C1)N1NC(C=2C=NC(=CC21)NC2=NC(=NC(=C2)C)C)=O 2-chloro-4-(6-((2,6-dimethylpyrimidin-4-yl)amino)-3-oxo-2,3-dihydro-1H-pyrazolo[4,3-c]pyridin-1-yl)benzonitrile